NC(C(=O)OCN1C(C(CCC1=O)N1C(C2=CC=CC(=C2C1)CNC(C(=O)C1=CC=C(C=C1)C(C)(C)C)=O)=O)=O)C(C)C (3-(4-((2-(4-(tert-butyl)phenyl)-2-oxoacetamido)methyl)-1-oxoisoindolin-2-yl)-2,6-dioxopiperidin-1-yl)methyl 2-amino-3-methylbutanoate